(5-fluoro-[1,1'-biphenyl]-2-yl)boronic acid FC=1C=CC(=C(C1)C1=CC=CC=C1)B(O)O